C(C(C)C)NC(\C=C\C=C\C)=O N-isobutyl-sorbamide